2-(5-(2,4-dichlorophenyl)-2-hydroxypyridin-3-yl)-N-(dimethyl(oxo)-λ6-sulfaneylidene)-1,3-dioxoisoindoline-5-carboxamide ClC1=C(C=CC(=C1)Cl)C=1C=C(C(=NC1)O)N1C(C2=CC=C(C=C2C1=O)C(=O)N=S(=O)(C)C)=O